N1(CCC1)CCNC(=O)C=1C2=C(NC1C)\C(\CC2)=C\2/C(NC1=CC=C(C=C21)F)=O (Z)-N-(2-(azetidin-1-yl)ethyl)-6-(5-fluoro-2-oxoindolin-3-ylidene)-2-methyl-1,4,5,6-tetrahydrocyclopenta[b]pyrrole-3-carboxamide